CC1(C(=[N+](C=2C=CC3=C(C12)C=CC=C3)CC(=O)OCCC(OP(=O)(O)O)C[N+](C)(C)C)C)C 2-(2-(1,1,2-trimethyl-1H-benzo[e]indol-3-ium-3-yl)acetoxy)ethyl-phosphocholine